2-((3-((4-(3-((2-aminoethyl)thio)propoxy)-3-methoxybenzyl)oxy)propyl)thio)ethan-1-amine NCCSCCCOC1=C(C=C(COCCCSCCN)C=C1)OC